(E)-3-(8-(3-Methoxystyryl)-7-methyl-2,6-dioxo-1-propyl-1,2,6,7-tetrahydro-3H-purin-3-yl)propyl dihydrogen phosphate P(=O)(OCCCN1C(N(C(C=2N(C(=NC12)\C=C\C1=CC(=CC=C1)OC)C)=O)CCC)=O)(O)O